C(C)(C)NC=1C=CN=C2C(=CC(=NC12)C=1C=C2CN(C(C2=CC1)=O)C1C(NC(CC1)=O)=O)CN1CCCC1 3-(5-(8-(isopropylamino)-4-(pyrrolidin-1-ylmethyl)-1,5-naphthyridin-2-yl)-1-oxoisoindolin-2-yl)piperidine-2,6-dione